(M)-6-Chloro-7-(2-fluorophenyl)-1-(2-isopropyl-4-methyl-3-pyridyl)-4-[(1S,5R)-8-prop-2-enoyl-3,8-diaza-bicyclo[3.2.1]octan-3-yl]pyrido[2,3-d]pyrimidin-2-one ClC1=CC2=C(N(C(N=C2N2C[C@@H]3CC[C@H](C2)N3C(C=C)=O)=O)C=3C(=NC=CC3C)C(C)C)N=C1C1=C(C=CC=C1)F